CCCCCCCCCCCCCCCCCCN(CCCCCCCCCCCCCCCCCC)C(CC)N(CCO)CCO N,N-dioctadecyl-N',N'-bis(2-hydroxyethyl)-propanediamine